NS(=NC(CC=1C(=NC=NC1C(C)C)C(C)C)=O)(=O)C1=CN=C(S1)C(C)(C)O N-(amino(2-(2-hydroxypropan-2-yl)thiazol-5-yl)(oxo)-λ6-sulfaneylidene)-2-(4,6-diisopropylpyrimidin-5-yl)acetamide